1-(1,2-dimethyl-4-oxo-1,4-dihydropyrido[3,4-d]pyrimidin-6-yl)cyclopropane-1-carbaldehyde CN1C(=NC(C2=C1C=NC(=C2)C2(CC2)C=O)=O)C